COC(=O)C1(CCCC2=CC(=CC=C12)Cl)CC1=NC(=NC(=C1[N+](=O)[O-])OCC1=CC=CC=C1)OCC1=CC=CC=C1 1-((2,6-bis(benzyloxy)-5-Nitropyrimidin-4-yl)methyl)-6-chloro-1,2,3,4-tetrahydronaphthalene-1-carboxylic acid methyl ester